3,4-dihydroxybenzenepropanol OC=1C=C(C=CC1O)CCCO